C(C)OC(C)N1N=CC(=C1)C1=C(C=2N(C=N1)N=C(N2)NC(C)C)OCC(F)(F)F 7-(1-(1-ethoxyethyl)-1H-pyrazol-4-yl)-N-isopropyl-8-(2,2,2-trifluoroethoxy)-[1,2,4]triazolo[1,5-c]pyrimidin-2-amine